3-{[(tert-butoxy)carbonyl]amino}-3-[3-(trifluoromethyl)phenyl]propanoic acid C(C)(C)(C)OC(=O)NC(CC(=O)O)C1=CC(=CC=C1)C(F)(F)F